diisooctyl maleate sodium sulfate S(=O)(=O)([O-])[O-].[Na+].C(\C=C/C(=O)OCCCCCC(C)C)(=O)OCCCCCC(C)C.[Na+]